(1S,2R,3S,4R)-4-(6-(benzylamino)-2-(5-chloropyridin-3-yl)-9H-purin-9-yl)-2,3-dihydroxyl-N-methylcyclopentane-formamide C(C1=CC=CC=C1)NC1=C2N=CN(C2=NC(=N1)C=1C=NC=C(C1)Cl)[C@H]1[C@@H]([C@@H]([C@H](C1)C(=O)NC)O)O